Methyl (1S,2S,4S)-4-[(tert-butoxycarbonyl)amino]-2-methoxycyclohexanecarboxylate C(C)(C)(C)OC(=O)N[C@@H]1C[C@@H]([C@H](CC1)C(=O)OC)OC